C(C)OC(=O)C1CCN(CC1)CCC1=CC=C(C=C1)Cl.FC(Br)(F)F trifluorobromomethane ethyl-1-(4-chlorophenethyl)piperidine-4-carboxylate